C(CCCCCCCCCCC)SCCC(OCC(CC(C(=O)[O-])CSCCCCCCCCCCCC)(CC(C(=O)[O-])CSCCCCCCCCCCCC)COC(CCSCCCCCCCCCCCC)=O)=O 2,2-Bis{[3-(dodecylthio)-1-oxopropoxy]methyl}propan-1,3-diylbis[3-(dodecylthio)propionat]